3-methyl-5-(N-(4-nitrophenyl)-N-phenethylsulfamoyl)benzofuran-2-carboxylic acid ethyl ester C(C)OC(=O)C=1OC2=C(C1C)C=C(C=C2)S(N(CCC2=CC=CC=C2)C2=CC=C(C=C2)[N+](=O)[O-])(=O)=O